3-(3-cyano-2-(trifluoromethyl)phenyl)acrylamide tert-butyl-2-(4-((5-fluoro-4-(3-(2-oxopyridin-1(2H)-yl)phenyl)pyrimidin-2-yl)amino)-2-oxopiperidin-1-yl)acetate C(C)(C)(C)OC(CN1C(CC(CC1)NC1=NC=C(C(=N1)C1=CC(=CC=C1)N1C(C=CC=C1)=O)F)=O)=O.C(#N)C=1C(=C(C=CC1)C=CC(=O)N)C(F)(F)F